methyl 1-(piperidine-1-carbonyl)cyclopropanecarboxylate N1(CCCCC1)C(=O)C1(CC1)C(=O)OC